CC1(CCN(CC1)C1=CC=C(C=C1)N1N=NC2=C1C=C(C(=C2F)F)O)C 1-(4-(4,4-Dimethylpiperidin-1-yl)phenyl)-4,5-difluoro-1H-benzo[d][1,2,3]triazol-6-ol